3-hydroxymethyl-5,5-dimethylhydantoin OCN1C(NC(C1=O)(C)C)=O